1-(6-(4-isopropyl-4H-1,2,4-triazol-3-yl)pyridin-2-yl)-3-(7H-pyrrolo[2,3-d]pyrimidin-2-yl)urea C(C)(C)N1C(=NN=C1)C1=CC=CC(=N1)NC(=O)NC=1N=CC2=C(N1)NC=C2